ClC1=C(C#N)C=CC(=C1)N1CC2(CC1)CCN(CC2)C2=CC=C(C=C2)C(=O)N2CCN(CCC2)C2CN(C2)C=2C=C1C(N(C(C1=CC2)=O)C2C(NC(CC2)=O)=O)=O 2-chloro-4-(8-(4-(4-(1-(2-(2,6-dioxopiperidin-3-yl)-1,3-dioxoisoindolin-5-yl)azetidin-3-yl)-1,4-diazepane-1-carbonyl)phenyl)-2,8-diazaspiro[4.5]decan-2-yl)benzonitrile